2-((benzyloxy)carbonyl)-N6-(2-oxoazetidine-1-carbonyl)-L-lysine benzyl ester C(C1=CC=CC=C1)OC(C(N)(CCCCNC(=O)N1C(CC1)=O)C(=O)OCC1=CC=CC=C1)=O